[Ca].[Mg].[Na] Sodium magnesium calcium